(S)-(1-methyl-2-oxo-3-(prop-2-yn-1-yl)pyrrolidin-3-yl)carbamate CN1C([C@@](CC1)(CC#C)NC([O-])=O)=O